ClC1=C(C(=O)NC2=C3C=NN(C3=CC=C2)C=2C=NC=C(C2)C(F)(F)F)C=C(C=C1)CNC(=O)C1(CC1)O 2-Chloro-5-({[(1-hydroxycyclopropyl)carbonyl]amino}methyl)-N-{1-[5-(trifluoromethyl)pyridin-3-yl]-1H-indazol-4-yl}benzamide